ClCCCCCCCCCCCCCCCCCC 1-chloro-octadecane